BrC1=CC2=C(S1)C1=C(C(C3=C2C(=CC=C3)F)=O)C=CC=C1 2-bromo-4-fluoro-8H-dibenzo[3,4:6,7]cyclohepta[1,2-b]thiophen-8-one